5-[4-fluoro-6-(1H-pyrrolo[2,3-c]pyridin-2-yl)pyridin-3-yl]-N-methyl-pyridin-2-amine FC1=C(C=NC(=C1)C1=CC=2C(=CN=CC2)N1)C=1C=CC(=NC1)NC